(Z)-3-(2-chlorobenzyl)-1-methyl-5-(methyl-(2-methylquinazolin-4-yl)amino)indolin-2-one ClC1=C(CC2C(N(C3=CC=C(C=C23)N(C2=NC(=NC3=CC=CC=C23)C)C)C)=O)C=CC=C1